lithium Cobalt Aluminum Oxide [O-2].[Al+3].[Co+2].[Li+].[O-2].[O-2]